8-Amino-5-(4-amino-2-methylphenyl)-6-oxo-3-isopropoxypyrido[3,2-b]pyrazine-7-carboxylic acid methyl ester COC(=O)C1=C(C2=NC=C(N=C2N(C1=O)C1=C(C=C(C=C1)N)C)OC(C)C)N